2,3,4,5-tetrafluoro-6-methoxybenzoic acid FC1=C(C(=O)O)C(=C(C(=C1F)F)F)OC